C(CCCCCCC)C1=C(C=CC=C1)Cl octylphenyl chloride